(2-((4-fluorophenyl)sulfinyl)phenyl)benzamide FC1=CC=C(C=C1)S(=O)C1=C(C=CC=C1)C1=C(C(=O)N)C=CC=C1